N(=[N+]=[N-])C(COC=1C=C(C(=O)O)C=CC1)OCCO 3-(2-azido-2-(2-hydroxyethoxy)ethoxy)benzoic acid